[N+](=[N-])=C1C(BC=CC1)C(=O)[O-] diazoborinine-2(1H)-carboxylate